NC1=NC=CC(=C1)C1=C(C2=C([C@@H]3[C@H](N(C2=O)CC2=C(C=C(C=C2)OC)OC)CCC3)N1)NC1=CC=CC=C1 |r| rac-(5aR*,8aS*)-2-(2-aminopyridin-4-yl)-3-anilino-5-[(2,4-dimethoxyphenyl)methyl]-5,5a,6,7,8,8a-hexahydrocyclopenta[b]pyrrolo[2,3-d]pyridin-4(1H)-one